tert-butyl N-[(3R)-5-[(4-chlorophenyl)methyl]-8-fluoro-1,1,4-trioxo-7-[2-[(3S)-1-methylpyrrolidin-3-yl]tetrazol-5-yl]-2,3-dihydro-1λ6,5-benzothiazepin-3-yl]carbamate ClC1=CC=C(C=C1)CN1C([C@H](CS(C2=C1C=C(C(=C2)F)C=2N=NN(N2)[C@@H]2CN(CC2)C)(=O)=O)NC(OC(C)(C)C)=O)=O